racemic-6,7-dimethoxy-1,2,3,4-tetrahydroisoquinoline-1-formic acid COC=1C=C2CCN[C@H](C2=CC1OC)C(=O)O |r|